FC1=CC=C(C=C1)C=1N=C2N(C=CN=C2)C1C1=CC=NC=C1 2-(4-fluorophenyl)-3-(pyridin-4-yl)imidazo[1,2-a]pyrazine